NC=1SC2=C(N1)C=CC(=C2)N2C(N(CC2)C2=NC(=CC=C2)C2=NN=CN2C(C)C)=O (2-aminobenzo[d]thiazol-6-yl)-3-(6-(4-isopropyl-4H-1,2,4-triazol-3-yl)pyridin-2-yl)imidazolidin-2-one